C1=NC=C(C2=CC=CC=C12)N1C(N(C[C@@H]1C#N)C1CN(C1)S(=O)(=O)C(F)(F)F)=O |r| racemic-3-(isoquinolin-4-yl)-2-oxo-1-(1-((trifluoromethyl)sulfonyl)azetidin-3-yl)imidazoline-4-carbonitrile